methyl 2-(4-(6-(2-(4-chlorophenyl)-2-oxoethoxy) pyridin-2-yl)-2-fluorobenzyl)-1-(2-methoxyethyl)-1H-benzo[d]imidazole-6-carboxylate ClC1=CC=C(C=C1)C(COC1=CC=CC(=N1)C1=CC(=C(CC2=NC3=C(N2CCOC)C=C(C=C3)C(=O)OC)C=C1)F)=O